C(C1=CC=CC=C1)N1N=CC(=C1C)C(CN1C(C=NC(=C1)Br)=O)=O 1-(2-(1-benzyl-5-methyl-1H-pyrazol-4-yl)-2-oxoethyl)-5-bromopyrazin-2(1H)-one